N2-(2-methoxy-4-(methyl-sulfonyl)phenyl)-N4-propyl-7H-pyrrolo[2,3-d]pyrimidine-2,4-diamine 2,2,2-trifluoroacetate FC(C(=O)O)(F)F.COC1=C(C=CC(=C1)S(=O)(=O)C)NC=1N=C(C2=C(N1)NC=C2)NCCC